Lithium pyrrol-1-ide [N-]1C=CC=C1.[Li+]